CC=1C=2N(C=CC1)N=C(C2)[C@@H]2N(CCC1=C2N=CN1)C1=NC=C(C=C1)C(F)(F)F (R)-4-(4-methylpyrazolo[1,5-a]pyridin-2-yl)-5-(5-(trifluoromethyl)pyridin-2-yl)-4,5,6,7-tetrahydro-1H-imidazo[4,5-c]pyridine